tert-butyl (2-(4-hydroxy-1-methyl-1H-indol-3-yl)ethyl)(2-methoxybenzyl)carbamate OC1=C2C(=CN(C2=CC=C1)C)CCN(C(OC(C)(C)C)=O)CC1=C(C=CC=C1)OC